2-{2-[4-(1-methyl-4-pyridin-4-yl-1H-pyrazol-3-yl)-phenyl]-ethyl}-quinoline CN1N=C(C(=C1)C1=CC=NC=C1)C1=CC=C(C=C1)CCC1=NC2=CC=CC=C2C=C1